(±)-2-((2-Chloro-4-(4-(3-chlorophenyl)-trans-2,3-dimethylpiperazine-1-carbonyl)phenyl)sulfinyl)-1-(2,3-difluorophenyl)ethan-1-one ClC1=C(C=CC(=C1)C(=O)N1[C@H]([C@@H](N(CC1)C1=CC(=CC=C1)Cl)C)C)[S@](=O)CC(=O)C1=C(C(=CC=C1)F)F |&1:24|